[C@H]12OC[C@H](N(C1)CCN1C3=CC=C(C=C3OC=3C=C(C=CC13)C1=C3C(=CN=C1)N(N=C3)C3OCCCC3)C3=C1C(=CN=C3)N(N=C1)C1OCCCC1)C2 10-(2-((1R,4R)-2-oxa-5-azabicyclo[2.2.1]heptan-5-yl)ethyl)-3,7-bis-(1-(tetrahydro-2H-pyran-2-yl)-1H-pyrazolo[3,4-c]pyridin-4-yl)-10H-phenoxazine